4-chloro-7,7-dimethyl-10-(1-(prop-2-yn-1-yl)piperidin-4-yl)indolo[1,2-a]quinazolin-5(7H)-one ClC=1C=2C(N=C3N(C2C=CC1)C1=CC(=CC=C1C3(C)C)C3CCN(CC3)CC#C)=O